methyl 3-(N'-hydroxycarbamimidoyl)-4-methylbenzoate ON=C(N)C=1C=C(C(=O)OC)C=CC1C